FC1=C(CN2C3=C(OC(C2=O)(C)C)C=CC(=C3)C(=O)NO)C=CC(=C1)OC 4-(2-fluoro-4-methoxybenzyl)-N-hydroxy-2,2-dimethyl-3-oxo-3,4-dihydro-2H-benzo[b][1,4]oxazine-6-carboxamide